6-(trifluoromethyl)pyridine-2-hydrazide FC(C1=CC=CC(=N1)C(=O)NN)(F)F